triethylene glycol bis[(3-t-butyl-4-hydroxy-5-methylphenyl)propionate] C(C)(C)(C)C=1C=C(C=C(C1O)C)C(C(=O)OCCOCCOCCOC(C(C)C1=CC(=C(C(=C1)C)O)C(C)(C)C)=O)C